FC1=CC=C(C=C1)C1(OC1)CN1C=NC=C1 1-((2-(4-fluorophenyl)oxiran-2-yl)methyl)-1H-imidazole